2-bromo-5-(10-(pyrene-2-yl)anthracen-9-yl)pyridine BrC1=NC=C(C=C1)C=1C2=CC=CC=C2C(=C2C=CC=CC12)C1=CC2=CC=C3C=CC=C4C=CC(=C1)C2=C43